N1(CCN(CCN(CC1)CC=1C(=C(C=C(C1)C)COC(CO)CO)O)CC=1C(=C(C=C(C1)C)COC(CO)CO)O)CC=1C(=C(C=C(C1)C)COC(CO)CO)O 2,2',2''-{1,4,7-triazonane-1,4,7-triyltris[methylene(2-hydroxy-5-methyl-3,1-phenylene)methyleneoxy]}tri(propane-1,3-diol)